(5S)-5-Hydroxy-1-(4-Hydroxy-3-methoxyphenyl)decan-3-one O[C@H](CC(CCC1=CC(=C(C=C1)O)OC)=O)CCCCC